OCCOC1=C(C=C(C=C1C)C1=NC2=CC(=CC(=C2C(N1)=O)OC)OC)C 2-[4-(2-hydroxyethoxy)-3,5-dimethylphenyl]-5,7-dimethoxyquinazolin-4(3H)-one